3-Ethynyl-5-fluoro-6-(2-methoxyethoxy)-1H-indazole C(#C)C1=NNC2=CC(=C(C=C12)F)OCCOC